N-Fmoc-D-pipecolic acid C(=O)(OCC1C2=CC=CC=C2C2=CC=CC=C12)N1[C@H](CCCC1)C(=O)O